2-methyl-2-(3-trifluoromethyl-phenyl)trans-3-hexenedioic acid CC(C(=O)O)(\C=C\CC(=O)O)C1=CC(=CC=C1)C(F)(F)F